2-(1,1-dioxothian-3-yl)-N-(3-methoxyphenyl)carboxamide O=S1(CC(CCC1)C1=C(C=CC=C1OC)NC=O)=O